4-[5-(2-aminoethyl)pyrimidin-2-yl]-3-[2-methyl-5-[methyl(2,2,2-trifluoroethyl)amino]pyrazol-3-yl]oxybenzonitrile NCCC=1C=NC(=NC1)C1=C(C=C(C#N)C=C1)OC=1N(N=C(C1)N(CC(F)(F)F)C)C